(5-((2-(2,2-dimethylpyrrolidin-1-yl)ethyl)carbamoyl)-3-methylthiophene-2-yl)-2-(pyrimidin-5-yl)pyrazolo[5,1-b]Thiazole-7-carboxamide CC1(N(CCC1)CCNC(=O)C1=CC(=C(S1)C=1N2C(SC1C=1C=NC=NC1)=C(C=N2)C(=O)N)C)C